NC=1C=C(C=C(C1OCCOC)C)N 3-Amino-4-(2-methoxyethoxy)-5-methylphenylamin